8-(2,3-difluorobenzyl)-[1,2,4]triazolo[1,5-a]pyrazine-6-carbonitrile FC1=C(CC=2C=3N(C=C(N2)C#N)N=CN3)C=CC=C1F